3-[(2,4-dichlorobenzyl)sulfanyl]-5,6-dimethyl[1,2,4]triazolo[4,3-a]pyrimidin-7(8H)-one ClC1=C(CSC2=NN=C3N2C(=C(C(N3)=O)C)C)C=CC(=C1)Cl